stibium silver [Ag].[Sb]